ClCC(=O)NC=1C(=NC=C(C1C)Cl)C(=O)C=1C=2C=NNC2C(=CC1)F 2-Chloro-N-(5-chloro-2-(7-fluoro-1H-indazole-4-carbonyl)-4-methylpyridin-3-yl)acetamide